6,6'-dihydroxy-3,3'-biphenyl-dicarboxylic acid OC1=CC=C(C=C1C1=CC(=CC=C1O)C(=O)O)C(=O)O